OC(C)(C)C1=C2C(=NC=C1)N(N=C2CNC(C=C)=O)C2=CC=C(C=C2)OC(F)(F)F N-((4-(2-hydroxypropan-2-yl)-1-(4-(trifluoromethoxy)phenyl)-1H-pyrazolo[3,4-b]pyridin-3-yl)methyl)acrylamide